(R)-7-bromo-4-(cyclopropylethynyl)-4-(1,1-difluoroethylPhenyl)-3,4-dihydro-quinazolin-2(1H)-one BrC1=CC=C2[C@](NC(NC2=C1)=O)(C1=C(C=CC=C1)C(C)(F)F)C#CC1CC1